COC1=C(C(=O)N)C=CC=C1 2-methoxybenzoylAmine